NC1=C(C(=O)NCC2=NC=CC=C2)C=CC=C1 amino-N-(pyridin-2-ylmethyl)benzamide